pentane-2,3-dione bromate Br(=O)(=O)O.CC(C(CC)=O)=O